C(CCC)C1(NS(C2=C(N(C1)C1=CC=CC=C1)C=C(C(=C2)O)SC)(=O)=O)CCCC 3,3-dibutyl-8-hydroxy-7-(methylthio)-5-phenyl-2,3,4,5-tetrahydro-1,2,5-benzothiadiazepine 1,1-dioxide